BrC=1SC(=C(N1)C(F)(F)F)C(=O)N1CCC(CC1)N1C[C@@H](CCC1)C [2-bromo-4-(trifluoromethyl)-1,3-thiazol-5-yl][(3R)-3-methyl[1,4'-bipiperidine]-1'-yl]methanone